(R)-N-((S)-1-(5-fluoro-6-methylpyridin-3-yl)-4-hydroxybutyl)-2-methylpropane-2-sulfinamide FC=1C=C(C=NC1C)[C@H](CCCO)N[S@](=O)C(C)(C)C